((2R,3R,5R)-5-(4-((4-(3-Chloro-4-methoxyphenyl)-2-oxido-1,3,2-dioxaphosphinan-2-yl)amino)-2-oxopyrimidin-1(2H)-yl)-4,4-difluoro-3-hydroxytetrahydrofuran-2-yl)methylpivalat ClC=1C=C(C=CC1OC)C1OP(OCC1)(=O)NC1=NC(N(C=C1)[C@H]1C([C@@H]([C@H](O1)CCC(C(=O)[O-])(C)C)O)(F)F)=O